FC=1C(=C(C=2CC3=CC=CC=C3SC2C1)F)F trifluorothioxanthene